ClC1C2C3=C(C=CC(=C3C(C1)C2Cl)OC)OC 2,9-dichloro-5,8-dimethoxy-1,2,3,4-tetrahydro-1,4-methanonaphthalene